C(C)(C)[C@H]1N=C([C@@H](N=C1OC)CC1=CC=C(C=2N1C=CN2)C=2C(N(C=CC2C)C)=O)OC 3-(5-(((2S,5R)-5-isopropyl-3,6-dimethoxy-2,5-dihydropyrazin-2-yl)methyl)imidazo[1,2-a]pyridin-8-yl)-1,4-dimethylpyridin-2(1H)-one